CC(=O)C1=CC=C(C=C1)I p-iodoacetophenone